COC(=O)C=1C2=C(C(=NC1)OC)C=NN2CC=2SC(=CC2)Br ((5-bromothien-2-yl)methyl)-4-methoxy-1H-pyrazolo[4,3-c]pyridine-7-carboxylic acid methyl ester